5-(2,2-Difluorocyclopropyl)isoxazole-3-carboxylic acid FC1(C(C1)C1=CC(=NO1)C(=O)O)F